ClC=1C=CC=C2C=C(NC12)C(=O)N(CCOC)C1=CC(=C(C=C1)C#N)C 7-chloro-N-(4-cyano-3-methylphenyl)-N-(2-methoxyethyl)-1H-indole-2-carboxamide